C(=O)(O)[C@H](CC1=CNC2=CC=CC=C12)NC(=O)C=1C=[N+](C=CC1)[C@@H]1O[C@@H]([C@H]([C@H]1O)O)COP(=O)(O)O 3-(((S)-1-carboxy-2-(1H-indol-3-yl)ethyl)carbamoyl)-1-((2R,3R,4S,5R)-3,4-dihydroxy-5-((phosphonooxy)methyl)tetrahydrofuran-2-yl)pyridin-1-ium